NCCOCC1=C(C=CC(=C1)F)N1CN(C(C2=CC(=C(C=C12)C(F)(F)F)F)=O)C=1C(=NC(=CC1)OC)Br 1-(2-((2-Aminoethoxy)methyl)-4-fluorophenyl)-3-(2-bromo-6-methoxypyridin-3-yl)-6-fluoro-7-(trifluoromethyl)-2,3-dihydroquinazolin-4(1H)-one